2-((1S,2S)-2-hydroxycyclohexyl)-4,5-dimethyl-6-((6-methylpyridin-3-yl)methyl)isoindolin-1-one O[C@@H]1[C@H](CCCC1)N1C(C2=CC(=C(C(=C2C1)C)C)CC=1C=NC(=CC1)C)=O